C\C=C\C=C\CCC (E,E)-2,4-Octadien